2-ACETYL-THIOPHENE C(C)(=O)C=1SC=CC1